[K+].C(CC[C@@H](C(=O)O)NC(=O)C1=CC=C(NCC2=CN=C3N=C(N)NC(=O)C3=N2)C=C1)(=O)[O-] folic acid potassium salt